5-chloro-3-(difluoromethyl)-2-[7-(3-hydroxy-3-methyl-cyclobutyl)pyrrolo[2,3-c]pyridazin-3-yl]phenol ClC=1C=C(C(=C(C1)O)C1=CC2=C(N=N1)N(C=C2)C2CC(C2)(C)O)C(F)F